1-imidazolecarbonitrile N1(C=NC=C1)C#N